bis[4-(5-dicyanovinyl-2-thienyl)phenyl]-4-formylphenylamine C(#N)C(=CC1=CC=C(S1)C1=CC=C(C=C1)N(C1=CC=C(C=C1)C=O)C1=CC=C(C=C1)C=1SC(=CC1)C=C(C#N)C#N)C#N